(R)-N-(4-chlorobenzyl)-8-((1-((3-(dimethylamino)pyrrolidin-1-yl)sulfonyl)cyclopropyl)methoxy)-1-methyl-2-oxo-1,2-dihydropyrido[2,3-d]pyridazine-3-carboxamide ClC1=CC=C(CNC(=O)C2=CC=3C(=C(N=NC3)OCC3(CC3)S(=O)(=O)N3C[C@@H](CC3)N(C)C)N(C2=O)C)C=C1